N-(1-(3,3-difluorocyclobutyl)allyl)-2-methylpropane-2-sulfinamide FC1(CC(C1)C(C=C)NS(=O)C(C)(C)C)F